6-allyloxyhexylphosphonic acid diethylester C(C)OP(OCC)(=O)CCCCCCOCC=C